FC=1C=C(C=C2C(=CC(=NC12)C)C(C)(C)O)B(O)O (8-fluoro-4-(2-hydroxy-prop-2-yl)-2-methylquinolin-6-yl)boronic acid